1-[(4-bromo-3-fluoro-phenyl)methyl]cyclopropane BrC1=C(C=C(C=C1)CC1CC1)F